tert-butyl (3-(N-(2-hydroxyethyl)octanamido)propyl)carbamate OCCN(C(CCCCCCC)=O)CCCNC(OC(C)(C)C)=O